((2-methoxyphenyl)imino)(methyl)(4-(5-(trifluoromethyl)-1,2,4-oxadiazol-3-yl)phenyl)-λ6-sulfanone COC1=C(C=CC=C1)N=S(=O)(C1=CC=C(C=C1)C1=NOC(=N1)C(F)(F)F)C